[OH-].[OH-].[OH-].C(C)[Hf+3] monoethyl-hafnium trishydroxide